C(C1=CC=CC=C1)[C@H](NC(CNC(CNC(OCC1C2=CC=CC=C2C=2C=CC=CC12)=O)=O)=O)C(NCC(NCOCCC(=O)OCC1=CC=CC=C1)=O)=O benzyl (S)-11-benzyl-1-(9H-fluoren-9-yl)-3,6,9,12,15-pentaoxo-2,18-dioxa-4,7,10,13,16-pentaazahenicosan-21-oate